2-(2-thienyl)-2-methyl-4-trimethylsiloxy-5-amino-3(2H)-furanone S1C(=CC=C1)C1(OC(=C(C1=O)O[Si](C)(C)C)N)C